(R)-N-(8-(2-chloro-5-fluorophenyl)-3-(2-hydroxypropan-2-yl)-6-oxo-5,6,7,8-tetrahydroimidazo[1,5-a]pyrazin-1-yl)-3-fluoro-5-(trifluoromethyl)benzamide ClC1=C(C=C(C=C1)F)[C@@H]1C=2N(CC(N1)=O)C(=NC2NC(C2=CC(=CC(=C2)C(F)(F)F)F)=O)C(C)(C)O